NC1=C(C(=NC=N1)OC1=C(C=C(C=C1)NC(=O)C=1C(N(C=CC1)C1=CC=C(C=C1)F)=O)F)F N-(4-((6-amino-5-fluoropyrimidin-4-yl)oxy)-3-fluorophenyl)-1-(4-fluorophenyl)-2-oxo-1,2-dihydropyridine-3-carboxamide